C(C(=C)C)(=O)OCC(C)(O)Cl 2-chloro-2-hydroxypropyl methacrylate